CC1(OB(OC1(C)C)C1=CC2=C(N=COC2)C=C1)C 6-(4,4,5,5-tetramethyl-1,3,2-dioxaborolan-2-yl)-4H-benzo[d][1,3]oxazine